C(=O)(OC(C)(C)C)C1C(CCCC1)(N)N Bocdiaminocyclohexane